C(C)CCOC(CC)O 2-ethyl-ethoxypropanol